NC1(CC1)C#CC=1C=C(C=2N(C1)N=CC2C#N)C=2C=NC(=CC2)N2CC1N(C(C2)C1)CC=1C=NC(=CC1)OC 6-((1-Aminocyclopropyl)ethynyl)-4-(6-(6-((6-methoxypyridin-3-yl)methyl)-3,6-diazabicyclo[3.1.1]Heptan-3-yl)pyridin-3-yl)pyrazolo[1,5-a]pyridine-3-carbonitrile